O[C@@H]1[C@@H](CCC1)NCC=1C=C(C2=C(N=C(O2)C=2C=C(C=CC2)C2=C(C=C(C=C2)C#N)C2=NN=CN2C)C1)C(F)(F)F 3'-(5-((((1R,2S)-2-hydroxycyclopentyl)amino)methyl)-7-(trifluoromethyl)benzo[d]oxazol-2-yl)-2-(4-methyl-4H-1,2,4-triazol-3-yl)-[1,1'-biphenyl]-4-carbonitrile